C(C1=CC=CC=C1)OC(CN(CCNC)CCOCC1=CC=CC=C1)=O N-(2-(benzyloxy)ethyl)-N-(2-(methylamino)ethyl)glycine benzyl ester